N1C=C(CC1)CCO (S)-2-(pyrrolin-3-yl)ethan-1-ol